C1(=CC=CC=C1)S(=O)(=O)CCO 2-(benzenesulfonyl)ethanol